BrC1=C(C=C2C(=NC(=NC2=C1F)OC[C@]12CCCN2C[C@@H](C1)F)N1[C@H]2COC[C@@H]1CN(C2)C(=O)OC(C)(C)C)Cl tert-Butyl (1R,5S)-9-(7-bromo-6-chloro-8-fluoro-2-(((2R,7aS)-2-fluorotetrahydro-1H-pyrrolizin-7a(5H)-yl)methoxy)quinazolin-4-yl)-3-oxa-7,9-diazabicyclo[3.3.1]nonane-7-carboxylate